N-[4-(carbamimidamidomethyl)phenyl]-5-(1-carbamimidoyl-1,2,3,6-tetrahydropyridin-4-yl)furan-2-carboxamide N(C(=N)N)CC1=CC=C(C=C1)NC(=O)C=1OC(=CC1)C=1CCN(CC1)C(N)=N